CN1N=C(C2=C1C(N(CC2)CC2(CC2)S(=O)(=O)C2COC2)=O)C(=O)N 1-methyl-6-((1-(oxetan-3-ylsulfonyl)cyclopropyl)methyl)-7-oxo-4,5,6,7-tetrahydro-1H-pyrazolo[3,4-c]pyridine-3-carboxamide